7-chloro-3-(4-(2,4-difluorophenoxy)piperidin-1-yl)-2-(1-(fluoromethyl)-1H-pyrazol-4-yl)pyrido[3,4-b]pyrazine ClC1=CC=2C(=NC(=C(N2)C=2C=NN(C2)CF)N2CCC(CC2)OC2=C(C=C(C=C2)F)F)C=N1